3-(4-(3,6-diazabicyclo[3.1.1]heptan-6-yl)-5,7-difluoro-1-oxoisoindolin-2-yl)piperidine-2,6-dione C12CNCC(N1C1=C3CN(C(C3=C(C=C1F)F)=O)C1C(NC(CC1)=O)=O)C2